C(C)(C)(C)C=1C=C(C=C(C1O)C(C)(C)C)CCC(=O)[N-]CCCCCC[N-]C(CCC1=CC(=C(C(=C1)C(C)(C)C)O)C(C)(C)C)=O N,N'-Bis(3,5-di-tert-butyl-4-hydroxyphenylpropionyl)hexamethylendiamid